Naphthyridin-5-one N1=CC=CC=2C(CC=NC12)=O